(2S,5R,13aS)-8-hydroxy-7,9-dioxo-N-((3-(trifluoromethyl)pyridin-2-yl)methyl)-2,3,4,5,7,9,13,13a-octahydro-2,5-methanopyrido[1',2':4,5]pyrazino[2,1-b][1,3]oxazepine-10-carboxamide OC=1C(C(=CN2C[C@@H]3O[C@H]4CC[C@@H](N3C(C21)=O)C4)C(=O)NCC4=NC=CC=C4C(F)(F)F)=O